isopropyl (3S)-5-bromo-2-oxo-spiro[1H-pyrrolo[2,3-B]pyridine-3,6'-5,7-dihydro-cyclopenta[c]pyridine]-3'-carboxylate BrC=1C=C2C(=NC1)NC([C@]21CC2=C(C=NC(=C2)C(=O)OC(C)C)C1)=O